N(N)C1=CC=C(C=N1)CC(=O)O 2-(6-hydrazinyl-pyridin-3-yl)acetic acid